2-((4-(6-((4-chloro-2-fluorobenzyl)oxy)pyridin-2-yl)piperidin-1-yl)methyl)-4-(1-fluoroethoxy)-1-methyl-1H-benzo[d]imidazole-6-carboxylic acid ClC1=CC(=C(COC2=CC=CC(=N2)C2CCN(CC2)CC2=NC3=C(N2C)C=C(C=C3OC(C)F)C(=O)O)C=C1)F